ClC1=CC=C(C=C1)NC(N(CCN1CCOCC1)C1=CC(=C(C(=O)NC2=CC=C(C=C2)OC(F)(F)F)C=C1)F)=O 4-{3-(4-Chlorophenyl)-1-[2-(4-morpholinyl)ethyl]ureido}-2-fluoro-N-[4-(trifluoromethoxy)phenyl]benzamide